COC1=C(C=C(C(=C1)N)OC)N 2,5-dimethoxybenzene-1,4-diamine